C(C=C)(=O)OCC(C(C(C)C)C)C 2,3,4-trimethyl-1-pentyl acrylate